methyl 3-(difluoromethoxy)-4-hydroxybenzoate FC(OC=1C=C(C(=O)OC)C=CC1O)F